5-bromo-4-chloro-2-(chloromethyl)pyridine BrC=1C(=CC(=NC1)CCl)Cl